[N-](S(=O)(=O)C(F)(F)F)S(=O)(=O)C(F)(F)F.[N-](S(=O)(=O)C(F)(F)F)S(=O)(=O)C(F)(F)F.C(CCC)N1C=[N+](C=C1)C.C(CCC)N1C=[N+](C=C1)C 1-butyl-3-methylimidazolium bis(trifluoromethanesulfonimide) salt